1,3-bis(t-butyloxycarbonyl)benzophenone C(C)(C)(C)OC(=O)C1(C(=O)C2=CC=CC=C2)CC(=CC=C1)C(=O)OC(C)(C)C